cyclopentyl cyclohexanecarboxylate C1(CCCCC1)C(=O)OC1CCCC1